5-amino-1-(4'-aminophenyl)-1,3,3-trimethylindan NC=1C=C2C(CC(C2=CC1)(C)C1=CC=C(C=C1)N)(C)C